4-(4-isobutyrylpiperazin-1-yl)-N-(3-methyloxetan-3-yl)-1-(1,3,4-thiadiazol-2-yl)-1H-indazole-6-sulfonamide C(C(C)C)(=O)N1CCN(CC1)C1=C2C=NN(C2=CC(=C1)S(=O)(=O)NC1(COC1)C)C=1SC=NN1